2-HYDROXYTETRAHYDROTHIENOPYRIDINE OC1CC2C(=CC=CN2)S1